2,2,3,3,4,4,5,5,6,6,7,7,8,8,8-pentadecafluoro-1-octanamine FC(CN)(C(C(C(C(C(C(F)(F)F)(F)F)(F)F)(F)F)(F)F)(F)F)F